Methyl 2-((5-bromo-2-chloropyrimidin-4-yl)oxy)acetate BrC=1C(=NC(=NC1)Cl)OCC(=O)OC